CN(C(=O)C1=C(C=C(C=C1)B(O)O)C)C (4-(dimethylcarbamoyl)-3-methylphenyl)boronic acid